(2S,3R,4R,5S)-N-(2-(1-Amino-2-hydroxyethyl)pyridin-4-yl)-3-(3,4-difluoro-2-methoxyphenyl)-4,5-dimethyl-5-(trifluoromethyl)tetrahydrofuran-2-carboxamide NC(CO)C1=NC=CC(=C1)NC(=O)[C@H]1O[C@@]([C@@H]([C@@H]1C1=C(C(=C(C=C1)F)F)OC)C)(C(F)(F)F)C